Vinyl-2-ethylhexanoat C(=C)OC(C(CCCC)CC)=O